ClC1=CC=C(C=C1)C=1C=C2C(=NC1)NC=C2C(=O)C=2C=C(C=CC2)NS(=O)(=O)CCC N-(3-(5-(4-chlorophenyl)-1H-pyrrolo[2,3-b]pyridine-3-carbonyl)phenyl)-propane-1-sulfonamide